C(C)(=O)C1=NN(C(C2=CC(=CC=C12)Br)=O)CC(=O)OC methyl 2-(4-acetyl-7-bromo-1-oxophthalazin-2(1H)-yl)acetate